C[C@@H]1CN(CCN1)C1=C(C=NC=C1)NCC=1C=C2N=CC=NC2=CC1 (R)-4-(3-methylpiperazin-1-yl)-N-(quinoxalin-6-ylmethyl)pyridin-3-amine